butyl 3-(4-(2-chloro-8,8-difluoro-5,6,7,8-tetrahydroquinazolin-4-yl)-1H-pyrazol-1-yl)azetidine-1-carboxylate ClC1=NC=2C(CCCC2C(=N1)C=1C=NN(C1)C1CN(C1)C(=O)OCCCC)(F)F